(1R,2R)-2',6'-dimethoxy-5-methyl-4'-pentyl-2-(prop-1-en-2-yl-d5)-1,2,3,4-tetrahydro-1,1'-biphenyl COC1=C(C(=CC(=C1)CCCCC)OC)[C@H]1[C@@H](CCC(=C1)C)C(=C([2H])[2H])C([2H])([2H])[2H]